FC(C1=C(C=CC=C1)NC(C1=C(C=C(C(=C1)F)N1N=C2N(CCCC2)C1=O)O[C@@H](C)CCC)=O)F N-[2-(difluoromethyl)phenyl]-5-fluoro-4-(3-oxo-5,6,7,8-tetrahydro[1,2,4]triazolo[4,3-a]pyridin-2(3H)-yl)-2-[(2S)-pent-2-yloxy]benzamide